NC[C@H]1CN(CCC1)C1=C(C=CC(=C1C(F)(F)F)OC1=C(C=CC=C1)F)NC(=O)C=1N=C(SC1)C1=CN=NC=C1 N-{2-[(3S)-3-(Aminomethyl)piperidin-1-yl]-4-(2-fluorophenoxy)-3-(trifluoromethyl)phenyl}-2-(pyridazin-4-yl)-1,3-thiazol-4-carboxamid